CN(C1=NC(N([C@H]2[C@](O)([C@](O)([C@@H](C(O)[Si](C)(C)C(C)(C)C)O2)[Si](C)(C)C(C)(C)C)OC)C=C1)=O)C 4-N,N-dimethyl-3',5'-di-tert-butyldimethylsilyl-2'-methoxycytidine